ClC=1C=C(C=CC1N(C(CC)=O)C)C1=CC=C(C=C1)C(=O)NCC=1C=NC=CC1 3'-chloro-4'-(N-methylpropionamido)-N-(pyridin-3-ylmethyl)-[1,1'-biphenyl]-4-carboxamide